C1(CCC1)C(=O)[O-].[K+] potassium cyclobutaneate